N-Butyl-2,2-dimethyl-4-((1-methylpiperidin-4-yl)oxy)piperidine-1-carboxamide C(CCC)NC(=O)N1C(CC(CC1)OC1CCN(CC1)C)(C)C